((6-(5-fluoro-2-((4-(2-(dimethylamino)ethyl)phenyl)amino)-6-cyclopropyl-7H-pyrrolo[2,3-d]pyrimidin-7-yl)pyrimidin-2-yl)imino)dimethyl-λ6-sulfanone FC1=C(N(C=2N=C(N=CC21)NC2=CC=C(C=C2)CCN(C)C)C2=CC=NC(=N2)N=S(=O)(C)C)C2CC2